NC1=C(C=CC(=N1)C1=CC(=C(C(=O)NC=2C(=NNC2Cl)C)C=C1F)O[C@H](C(F)(F)F)C)Cl (S)-4-(6-Amino-5-chloropyridin-2-yl)-N-(5-chloro-3-methyl-1H-pyrazol-4-yl)-5-fluoro-2-((1,1,1-trifluoropropan-2-yl)oxy)benzamide